tert-Butyl 2-(4-(dibenzylamino)-3-fluorobenzyl)-5-oxopyrrolidine-1-carboxylate C(C1=CC=CC=C1)N(C1=C(C=C(CC2N(C(CC2)=O)C(=O)OC(C)(C)C)C=C1)F)CC1=CC=CC=C1